N-((1-Cyanopyrrolidin-3-yl)methyl)-3-(2-fluorophenyl)-1H-pyrazole-5-carboxamide C(#N)N1CC(CC1)CNC(=O)C1=CC(=NN1)C1=C(C=CC=C1)F